2-methylsulfanyl-4,6-dihydroxypyrimidine CSC1=NC(=CC(=N1)O)O